5-{(6S,7S)-3-(benzyloxy)-6-{[tert-butyl(dimethyl)silyl]oxy}-1-fluoro-7-[(3-methylbutyl)amino]-5,6,7,8-tetrahydronaphthalen-2-yl}-1λ6,2,5-thiadiazolidine-1,1,3-trione C(C1=CC=CC=C1)OC=1C(=C(C=2C[C@@H]([C@H](CC2C1)O[Si](C)(C)C(C)(C)C)NCCC(C)C)F)N1CC(NS1(=O)=O)=O